COC(=O)C=1N=NSC1 1,2,3-thiadiazole-4-carboxylic acid methyl ester